Methyl 3,4-bis(bromomethyl)benzoate BrCC=1C=C(C(=O)OC)C=CC1CBr